[3-(3-chloro-2-piperazin-1-yl-6-quinolyl)-5-(trifluoromethyl)phenyl]methanamine dihydrochloride Cl.Cl.ClC=1C(=NC2=CC=C(C=C2C1)C=1C=C(C=C(C1)C(F)(F)F)CN)N1CCNCC1